(hydroxymethyl)tetrahydrofuran-3-yl nitrate [N+](=O)(OC1C(OCC1)CO)[O-]